4-((2,6-dichlorobenzyl)amino)-2-((1-(2-hydroxyethyl)-1H-pyrazol-4-yl)amino)pyrimidin-5-carboxamide ClC1=C(CNC2=NC(=NC=C2C(=O)N)NC=2C=NN(C2)CCO)C(=CC=C1)Cl